FC1=C(CNC(C2=CC(=CC=C2)NC2=NC=C(C=N2)C2=CC(=CC=C2)F)=O)C=CC(=C1)F N-(2,4-difluorobenzyl)-3-((5-(3-fluorophenyl)pyrimidin-2-yl)amino)benzamide